N-(1-(5-Bromopyridin-3-yl)-2-phenylethyl)-2-methylpropane-2-sulfinamide BrC=1C=C(C=NC1)C(CC1=CC=CC=C1)NS(=O)C(C)(C)C